ClC1=CC=C(C=C1)[C@H]1N([C@H](CC1)[C@H](O)C1=CC(=CC=C1)F)C(=O)OC(C)(C)C tert-Butyl (2S,5R)-2-(4-chlorophenyl)-5-((R)-(3-fluorophenyl)(hydroxy)-methyl)pyrrolidine-1-carboxylate